C(CCCCCCC)SC1=NC(=NC(=N1)SCCCCCCCC)NC1=CCC(C(=C1)C(C)(C)C)(O)C(C)(C)C 4-[[4,6-bis(octylthio)-1,3,5-triazin-2-yl]amino]-1,6-di-t-butylphenol